4-(1,3-Dithiolan-2-yl)-N-(2-hydroxyphenyl)benzamide S1C(SCC1)C1=CC=C(C(=O)NC2=C(C=CC=C2)O)C=C1